1-(1-carbonyl-1,2-dihydroisoquinolin-5-yl)-N-(pyrazolo[1,5-a]pyridin-6-yl)-5-(trifluoromethyl)-1H-pyrazole-4-carboxamide C(=O)=C1NC=CC2=C(C=CC=C12)N1N=CC(=C1C(F)(F)F)C(=O)NC=1C=CC=2N(C1)N=CC2